trifluoromethylpyrazole-4-ylcarboxamide FC(F)(F)NC(=O)C=1C=NNC1